C(CCCCCCC)[Si](OCC)(OCC)C octylmethyl-diethoxysilane